(S)-3-Aminomethyl-5-methyl-hexanoic acid NC[C@H](CC(=O)O)CC(C)C